(R)-N-(5,6-dichloro-8-(cyanomethoxy)-9-iodo-2,3-dihydro-1H-pyrrolo[1,2-a]indol-1-yl)acetamide ClC1=C(C=C(C=2C(=C3N(C12)CC[C@H]3NC(C)=O)I)OCC#N)Cl